7-fluoro-3,3-dimethyl-N-[(3R)-3-methyl-1,1-dioxo-thiolan-3-yl]-2-oxo-1-[5-(trifluoromethoxy)-3-pyridyl]indoline-5-carboxamide FC=1C=C(C=C2C(C(N(C12)C=1C=NC=C(C1)OC(F)(F)F)=O)(C)C)C(=O)N[C@]1(CS(CC1)(=O)=O)C